3,3-difluorocyclobutyl (4-cyclobutyl-1-methyl-3-(1-(trifluoro-methyl)cyclobutyl)-1H-pyrazol-5-yl)carbamate C1(CCC1)C=1C(=NN(C1NC(OC1CC(C1)(F)F)=O)C)C1(CCC1)C(F)(F)F